6-(3-(2-bromophenyl)piperazin-1-yl)-5-chloro-N4-cyclopropylpyrimidine-2,4-diamine BrC1=C(C=CC=C1)C1CN(CCN1)C1=C(C(=NC(=N1)N)NC1CC1)Cl